C1(CCCC1)CC1=NN=C(O1)C(=O)OCC ethyl 5-(cyclopentylmethyl)-1,3,4-oxa-diazole-2-carboxylate